benzyl-(t-butoxycarbonyl)-D-serine C(C1=CC=CC=C1)N([C@H](CO)C(=O)O)C(=O)OC(C)(C)C